(R)-1-(1-aminopropan-2-yl)-1H-pyrrole NC[C@@H](C)N1C=CC=C1